O(C=1C=C(C(C(=O)O)=CC1)C(=O)O)C=1C=C(C(C(=O)O)=CC1)C(=O)O 4,4'-oxybisphthalic acid